FC=1C=C(C=CC1)COCCN(C(C#CC(SC)=O)(C)C)C S-methyl 4-[2-[(3-fluorophenyl)methoxy]ethyl-methyl-amino]-4-methyl-pent-2-ynethioate